CN(CCN(C=1C(=CC(=C(C1)OC)NC1=NC=CC(=N1)C=1C=C(C=2N(C1)C=C(N2)C)F)N)C)C N1-(2-(dimethylamino)ethyl)-N4-(4-(8-fluoro-2-methyl-imidazo[1,2-a]pyridine-6-yl)pyrimidin-2-yl)-5-methoxy-N1-methylbenzene-1,2,4-triamine